The molecule is an amino sulfonic acid that is the 2-amino derivative of ethanesulfonic acid. It is a naturally occurring amino acid derived from methionine and cysteine metabolism. An abundant component of fish- and meat-based foods, it has been used as an oral supplement in the treatment of disorders such as cystic fibrosis and hypertension. It has a role as a human metabolite, an antioxidant, a mouse metabolite, a Saccharomyces cerevisiae metabolite, an Escherichia coli metabolite, a glycine receptor agonist, a nutrient and a radical scavenger. It is a conjugate acid of a 2-aminoethanesulfonate. It is a tautomer of a taurine zwitterion. C(CS(=O)(=O)O)N